6'H-spiro(cyclohexane-1,9'-pyrazino(1',2':1,5)pyrrolo[2,3-d]pyrimidin) N1=CN=CC2=C1N1C(=C2)CN=CC12CCCCC2